4-Difluoromethyl-4-hydroxy-piperidine-1-carboxylic acid (4-methoxy-7-phenyl-thiazolo[4,5-c]pyridin-2-yl)-amide COC1=NC=C(C2=C1N=C(S2)NC(=O)N2CCC(CC2)(O)C(F)F)C2=CC=CC=C2